NC=1C=C2CCN(CC2=CC1)C1CN(C1)C1=CC=C(C=C1)NC1C(NC(CC1)=O)=O 3-((4-(3-(6-amino-3,4-dihydroisoquinolin-2(1H)-yl)azetidin-1-yl)phenyl)amino)piperidine-2,6-dione